SC=C1C(C2=C(C3=C4C(=C5C6=C(C7=C8C(=C9C%10=C(C%11=C%12C(=C2C=2C3=C5C7=C9C2%11)C(C(C(=C%12Cl)Cl)=CS)=CS)C=CC=C%10)C=CC=C8)C=CC=C6)C=CC=C4)C=C1)=CS tetrakis(mercaptomethylene)dichlorohexabenzocoronene